1,5-bis(hydroxymethyl)bicyclo[3.2.2]nonane OCC12CCCC(CC1)(CC2)CO